BrCC1=C(N=C2C(=N1)C(N(C2=O)CCOCCOCC(=O)O)=O)CBr 2-(2-(2-(2,3-Bis(bromomethyl)-5,7-dioxo-5,7-dihydro-6H-pyrrolo[3,4-b]pyrazin-6-yl)ethoxy)ethoxy)acetic acid